O=C1N(CC2=CC(=CC=C12)C[C@@H]1[C@H](CCCC1)N1CC(C1)C1=CC=CC=C1)C1C(NC(CC1)=O)=O 3-(1-oxo-5-(((1R,2S)-2-(3-phenylazetidin-1-yl)cyclohexyl)methyl)isoindolin-2-yl)piperidine-2,6-dione